NC=1N=NC(=CC1N1CCN(CC1)C=1C=C(C(=O)OC)C=CC1)Cl methyl 3-(4-(3-amino-6-chloropyridazin-4-yl)piperazin-1-yl)benzoate